5-bromo-1,3-dichloro-2-(3-cyclobutyl-4-methoxy-phenyl)sulfanyl-benzene BrC=1C=C(C(=C(C1)Cl)SC1=CC(=C(C=C1)OC)C1CCC1)Cl